6-benzyl-2-chloro-N-(1-(3,4,5-trimethoxyphenyl)-1H-imidazol-4-yl)-5,6,7,8-tetrahydropyrido[4,3-d]pyrimidin-4-amine C(C1=CC=CC=C1)N1CC2=C(N=C(N=C2NC=2N=CN(C2)C2=CC(=C(C(=C2)OC)OC)OC)Cl)CC1